O([C@H]1[C@H](O)[C@@H](O)[C@@H](O)[C@H](O1)CO)[C@H]1[C@H](O)[C@@H](O)[C@H](O)[C@H](O1)CO beta-D-glucopyranosyl-(1→2) beta-D-galactopyranoside